O.O.S1(=S)(=S)OCCCCCCO1.[Na] sodium hexamethylene dithiosulfate dihydrate